4-fluoro-3-(2-hydroxyethoxy)-2,3-dihydro-1H-isoindol-1-one FC1=C2C(NC(C2=CC=C1)=O)OCCO